ClC1=NC=CC(=N1)OC1=CC=C(C=C1)F 2-chloro-4-(4-fluoro-phenoxy)-pyrimidine